Cl.C(N)(=O)C1=NC(=NC=C1)N1CCC(CC1)C(=O)O 1-(4-carbamoylpyrimidin-2-yl)piperidine-4-carboxylic acid hydrochloride salt